7-((5-chloropyridin-2-yl)methyl)-8-(2-ethylphenyl)-1-(3-hydroxypropyl)-3-methyl-1H-purine-2,6(3H,7H)-dione ClC=1C=CC(=NC1)CN1C(=NC=2N(C(N(C(C12)=O)CCCO)=O)C)C1=C(C=CC=C1)CC